(3R)-3-(4-chlorophenyl)-2-[(1S)-1-(4-chlorophenyl)ethyl]-6-(2-hydroxy-1-methoxypropan-2-yl)-3-{[1-(hydroxymethyl)cyclopropyl]methoxy}-2,3-dihydro-1H-isoindol-1-one ClC1=CC=C(C=C1)[C@@]1(N(C(C2=CC(=CC=C12)C(COC)(C)O)=O)[C@@H](C)C1=CC=C(C=C1)Cl)OCC1(CC1)CO